COC(=O)C1(CCCC1)NC(CC(=O)OC)=O 1-(3-methoxy-3-oxopropionamido)cyclopentane-1-carboxylic acid methyl ester